C1(=CC=CC=C1)[C@H]1[C@@H](C1)NCCCC=1N=CC(NC1)=O 5-(3-(((1R,2S)-2-phenylcyclopropyl)amino)propyl)pyrazin-2(1H)-one